Cl.O1C=CC2=C1C(=CC=C2)C(=O)N 7-benzofurancarboxamide monohydrochloride